(2R)-2-amino-3-(4,6-dichloropyridin-3-yl)propanoic acid methyl ester COC([C@@H](CC=1C=NC(=CC1Cl)Cl)N)=O